N-(3,4-Dimethylphenyl)-N1-(4-methoxyphenyl)-6-morpholin-4-yl-[1,3,5]triazine-2,4-diamine hydrochloride Cl.CC=1C=C(C=CC1C)NC1N(C(=NC(=N1)N)N1CCOCC1)C1=CC=C(C=C1)OC